C(CCCCC)[Si](C)(C)OC(C(F)(F)F)=O.C(CCC)[Si](C)(C)OS(=O)(=O)C(F)(F)F.FC1=C(C=CC(=C1)F)S(=O)(=O)NC1=NC2=C(N1)C=C(C=C2)C=2C=C(C(=O)NCC1=CC=C(C=C1)C)C=CC2 3-(2-((2,4-difluorophenyl)sulphonamido)-1H-benzo[d]imidazol-6-yl)-N-(4-methylbenzyl)benzamide butyldimethylsilyl-trifluoromethanesulfonate hexyl-dimethylsilyl-trifluoroacetate